(R)-2-(3-Hydroxy-3-(3-((2-Propylpentyl)Oxy)Phenyl)Propyl)Isoindoline-1,3-Dione O[C@H](CCN1C(C2=CC=CC=C2C1=O)=O)C1=CC(=CC=C1)OCC(CCC)CCC